exo-5,6-dimethoxycarbonyl-2-norbornene COC(=O)C1C2C=CC(C1C(=O)OC)C2